NC1=NN=C(O1)C#CCN1C2=C(CCC(C1=O)C1=C(C=C(C=C1)C(F)(F)F)C(F)(F)F)C=C(C=C2)F 1-(3-(5-Amino-1,3,4-oxadiazol-2-yl)prop-2-ynyl)-3-(2,4-bis(trifluoromethyl)phenyl)-7-fluoro-4,5-dihydro-1H-benzo[b]azepine-2(3H)-one